3-isopropyl-5-(4-(2-((5-(4-(methylsulfonyl)phenyl)thiazolo[5,4-b]pyridin-2-yl)oxy)propyl)piperidin-1-yl)-1,2,4-oxadiazol C(C)(C)C1=NOC(=N1)N1CCC(CC1)CC(C)OC=1SC2=NC(=CC=C2N1)C1=CC=C(C=C1)S(=O)(=O)C